4-{[6-(5-chloro-2-fluorophenyl)-2H,3H,4H-pyrido[3,2-b][1,4]-oxazin-8-yl]amino}-N-{2-[methyl(oxetan-3-yl)amino]-ethyl}pyridine-3-carboxamide ClC=1C=CC(=C(C1)C=1C=C(C=2OCCNC2N1)NC1=C(C=NC=C1)C(=O)NCCN(C1COC1)C)F